mesitylbenzene C1(=C(C(=CC(=C1)C)C)C1=CC=CC=C1)C